FC(C1CN(CCC1)C1=C(C=C(C(=O)NC2=C(C=C(C=C2)F)CC(=O)OC(C)(C)C)C=C1)NC(=O)C1=NN(C2=CC=CC=C12)CC(F)(F)F)F tert-butyl 2-(2-(4-(3-(difluoromethyl) piperidin-1-yl)-3-(1-(2,2,2-trifluoroethyl)-1H-indazole-3-carboxamido) benzamido)-5-fluorophenyl)acetate